C(C)(C)(C)C1=NCCN2C1=CC=1C=CC(=CC21)N2C(NC(CC2)=O)=O tert-Butyl-7-(2,4-dioxotetrahydropyrimidin-1(2H)-yl)-3,4-dihydropyrazino[1,2-a]indole